3-[(2S)-2-{[(benzyloxy)carbonyl]amino}-3-methoxy-3-oxopropyl]-2-methyl-1H-indole-1-carboxylic acid tert-butyl ester C(C)(C)(C)OC(=O)N1C(=C(C2=CC=CC=C12)C[C@@H](C(=O)OC)NC(=O)OCC1=CC=CC=C1)C